N(N)C1CC(C1)(O)C (1s,3s)-3-hydrazino-1-methylcyclobutan-1-ol